1-(4-(2-(4-chlorophenyl)but-3-yn-2-yl)thiazol-2-yl)-3-(1-(piperidin-4-yl)ethyl)urea ClC1=CC=C(C=C1)C(C)(C#C)C=1N=C(SC1)NC(=O)NC(C)C1CCNCC1